ClC1=CC=2N(C=C1C1CCN(CC1)S(=O)(=O)C1=CC(=NS1)C)N=CN2 5-((4-(7-chloro-[1,2,4]triazolo[1,5-a]pyridin-6-yl)piperidin-1-yl)sulfonyl)-3-methylisothiazole